(4-(aminomethyl)benzyl)-1H-imidazole-2-carboxylic acid NCC1=CC=C(CN2C(=NC=C2)C(=O)O)C=C1